(S)-5-((5-chloro-2,4-difluorophenyl)(methyl)carbamoyl)-3,3-Difluoro-2-oxopyrrolidine-1-carboxylic acid tert-butyl ester C(C)(C)(C)OC(=O)N1C(C(C[C@H]1C(N(C)C1=C(C=C(C(=C1)Cl)F)F)=O)(F)F)=O